[Fe].[Mn].C(C(=O)O)(=O)O oxalic acid manganese iron